C(C)OC1=CC(=NN1C1=CC=C(C=C1)CN)C(F)(F)F [4-[5-ethoxy-3-(trifluoromethyl)pyrazol-1-yl]phenyl]methylamine